OC1CCC(CC1)NCC(O)C1=CC=CC=C1 α-[[(4-Hydroxycyclohexyl)amino]methyl]benzenemethanol